2-(2,5-dimethyl-1H-pyrrol-1-yl)-7-(6-(1-(3-fluoro-1-(4-fluorophenyl)propyl)-1H-pyrazol-4-yl)pyrazin-2-yl)-[1,2,4]triazolo[1,5-a]-pyridine CC=1N(C(=CC1)C)C1=NN2C(C=C(C=C2)C2=NC(=CN=C2)C=2C=NN(C2)C(CCF)C2=CC=C(C=C2)F)=N1